FC1=CC=C(C=C1)C1COC2=CC(=CC=C2C1=O)OCC(NCCOCCOCCOCCC(NCC(C[N+]1=CN(C=C1)CC(P(=O)(O)O)(P(=O)(O)O)O)O)=O)=O 3-(1-((3-(4-fluorophenyl)-4-oxochroman-7-yl)oxy)-18-hydroxy-2,15-dioxo-6,9,12-trioxa-3,16-diazanonadecan-19-yl)-1-(2-hydroxy-2,2-diphosphonoethyl)-1H-imidazol-3-ium